2-(2-aminoethoxy)acetamide NCCOCC(=O)N